1,1,1-trifluoropropan-2-yl cis-3-((methylsulfonyl)amino)-2-(((1-(pyrimidin-2-yl)piperidin-4-yl)oxy)methyl)piperidine-1-carboxylate CS(=O)(=O)N[C@@H]1[C@@H](N(CCC1)C(=O)OC(C(F)(F)F)C)COC1CCN(CC1)C1=NC=CC=N1